7-fluoro-2-(1H-pyrazol-5-yl)-1H-indole-3-carbonitrile FC=1C=CC=C2C(=C(NC12)C1=CC=NN1)C#N